2-((1H-indol-3-yl)methyl)-3-methyl-1H-indole N1C=C(C2=CC=CC=C12)CC=1NC2=CC=CC=C2C1C